bis[2-(2,5-difluorophenyl)-5-trifluoromethylpyridine] iridium bis(hexafluorophosphate) F[P-](F)(F)(F)(F)F.F[P-](F)(F)(F)(F)F.[Ir+2].FC1=C(C=C(C=C1)F)C1=NC=C(C=C1)C(F)(F)F.FC1=C(C=C(C=C1)F)C1=NC=C(C=C1)C(F)(F)F